COC1=CC(=NN1)NC1=NC(=CN=C1)O[C@@H](C)[C@H]1COCC1 N-(5-methoxy-1H-pyrazol-3-yl)-6-((S)-1-((R)-tetrahydrofuran-3-yl)ethoxy)pyrazin-2-amine